C1(CC1)C1=NC(=CC(=C1)OCC1=CC=C(C=C1)[C@@H](C)[C@]1(C(NC(C1)=O)=O)C)C (3S)-3-[(1R)-1-[4-[(2-cyclopropyl-6-methyl-4-pyridyl)oxymethyl]phenyl]ethyl]-3-methyl-pyrrolidine-2,5-dione